C(C)(C)(C)OC(=O)N1CC2=CC(=C(C=C2CC1)F)C=1N=C2SC3=C(N2C1)C=CC(=C3)C(=O)OCC ethyl 2-(2-(tert-butoxycarbonyl)-6-fluoro-1,2,3,4-tetrahydroisoquinolin-7-yl)benzo[d]imidazo[2,1-b]thiazole-7-carboxylate